C(C)(C)(C)OC(=O)N1[C@@H]2[C@H](NC[C@H]1CC2)COC2=C1C(=NC(=NC1=C(C(=C2F)Br)F)Cl)O.OCNC (hydroxymethyl)aminomethane tert-butyl-(1S,2S,5R)-2-[(7-bromo-2-chloro-6,8-difluoro-4-hydroxy-quinazolin-5-yl)oxymethyl]-3,8-diazabicyclo[3.2.1]octane-8-carboxylate